2,7-Dibromo-8-chloro-4H-chromeno[3,4-d]thiazole BrC=1SC2=C(N1)COC=1C=C(C(=CC12)Cl)Br